(S)-2-((tert-butoxycarbonyl)(methyl)amino)-3-(5-chloro-2-ethoxypyridin-3-yl)propanoic acid C(C)(C)(C)OC(=O)N([C@H](C(=O)O)CC=1C(=NC=C(C1)Cl)OCC)C